2-methoxyethyl 8-((3-fluoro-4-(4-fluoro-phenoxy)-phenyl)-sulfonyl)-1-(hydroxy-carbamoyl)-3,8-diazabicyclo-[3.2.1]octane-3-carboxylate FC=1C=C(C=CC1OC1=CC=C(C=C1)F)S(=O)(=O)N1C2(CN(CC1CC2)C(=O)OCCOC)C(NO)=O